9-(1-bromoethyl)-4,7-dimethyl-3-(pyridin-3-yl)imidazo[1,5-a]quinazolin-5(4H)-one BrC(C)C=1C=C(C=C2C(N(C=3N(C12)C=NC3C=3C=NC=CC3)C)=O)C